C1(=CC=CC=C1)C1=NC(=NC(=N1)C1=CC=CC=C1)C1=C(C(=C(C(=C1N1C2=CC=CC=C2C=2C=C(C=CC12)C)N1C2=CC=CC=C2C=2C=C(C=CC12)C)N1C2=CC=CC=C2C=2C=C(C=CC12)C)N1C2=CC=CC=C2C=2C=C(C=CC12)C)C=1OC2=C(N1)C=CC=C2 2-(2-(4,6-diphenyl-1,3,5-triazin-2-yl)-3,4,5,6-tetrakis(3-methyl-9H-carbazol-9-yl)phenyl)benzo[d]oxazole